CN1N=CN=C1C[C@@H](C)C=1C=C(C=CC1)N1C(C2=CC=CC(=C2C1)C(F)(F)F)=O (R)-2-(3-(1-(2-methyl-2H-1,2,4-triazol-3-yl)propan-2-yl)phenyl)-4-(trifluoromethyl)isoindolin-1-one